C1(CC1)OC1=NN(C=C1NC=1N=CC2=C(N1)N(C(=C2)C#N)[C@H]2COC[C@@H]2C)COC 2-((3-cyclopropoxy-1-(methoxymethyl)-1H-pyrazol-4-yl)amino)-7-((3r,4r)-4-methyltetrahydrofuran-3-yl)-7H-pyrrolo[2,3-d]pyrimidine-6-carbonitrile